(S)-N-(6-morpholino-1-oxo-2-((tetrahydrofuran-3-yl)methyl)isoindolin-5-yl)pyrazolo[1,5-a]pyrimidine-3-carboxamide O1CCN(CC1)C1=C(C=C2CN(C(C2=C1)=O)C[C@H]1COCC1)NC(=O)C=1C=NN2C1N=CC=C2